Bis(2-pentylheptyl) 11-(2-(diethylamino)ethyl)-7,15-dioxo-5,17-dipropyl-6,8,14,16-tetraoxa-11-azahenicosanedioate C(C)N(CCN(CCOC(OC(CCCC(=O)OCC(CCCCC)CCCCC)CCC)=O)CCOC(OC(CCCC(=O)OCC(CCCCC)CCCCC)CCC)=O)CC